ClC=1C(=C(C=C(C1)C(F)(F)F)[C@@]1(CC(=NO1)C1=CC=C(C2=CC=CC=C12)C(=O)N)C(F)(F)F)F |o1:11| 4-[(5S or R)-5-[3-chloro-2-fluoro-5-(trifluoromethyl)phenyl]-5-(trifluoromethyl)-4H-isoxazol-3-yl]naphthalene-1-carboxamide